4-amino-5-bromo-7H-pyrrolo[2,3-d]pyrimidin NC=1C2=C(N=CN1)NC=C2Br